C(C)(C)(C)[Si](C)(C)Cl tert-butylchloro-dimethylsilane